C(C1=CC=CC=C1)OC=1C(=CC2=C(NC([C@H]3N(C2=O)C[C@@H](C3)OC)=O)C1)OC (2R,11aS)-8-(benzyloxy)-2,7-dimethoxy-1,2,3,11a-tetrahydro-5H-benzo[e]pyrrolo[1,2-a][1,4]diazepine-5,11(10H)-dione